N-(4-amino-1H-pyrazolo[4,3-c]pyridin-7-yl)-N'-[(2-chlorophenyl)methyl]-N'-(2-pyridylmethyl)oxamide NC1=NC=C(C2=C1C=NN2)NC(=O)C(=O)N(CC2=NC=CC=C2)CC2=C(C=CC=C2)Cl